1,2,3,4-tetrahydro-naphthalene-1-carboxylic acid C1(CCCC2=CC=CC=C12)C(=O)O